O=CC=CC1(NC(N([C@H]2C[C@H](O)[C@@H](CO)O2)C=C1)=O)N 4-(3-oxo-1-propenyl)-2'-deoxycytidine